C1(=CC=C(C=C1)COC1=CC(=NO1)C(=O)O)C1=CC=CC=C1 5-([1,1'-biphenyl]-4-ylmethoxy)isoxazole-3-carboxylic acid